1-benzyl-N3-cyclopropyl-N5-methyl-1H-pyrazole-3,5-dicarboxamide C(C1=CC=CC=C1)N1N=C(C=C1C(=O)NC)C(=O)NC1CC1